(3-bromo-6-(2-chloro-5-fluorophenyl)-7-(4-methoxybenzyl)-8-oxo-1,6,7,8-tetrahydropyrrolo[3,4-g]indazol-5-yl)-3-fluoro-5-(trifluoromethyl)benzamide BrC1=NNC2=C3C(=C(C=C12)C1=C(C(=O)N)C=C(C=C1F)C(F)(F)F)C(N(C3=O)CC3=CC=C(C=C3)OC)C3=C(C=CC(=C3)F)Cl